ClC1=C(CN2CC(C2)(O)C)C(=CC(=C1)C1CN(C1)C1=C(C=CC=C1Cl)Cl)C 1-(2-chloro-4-(1-(2,6-dichlorophenyl)azetidin-3-yl)-6-methylbenzyl)-3-methylazetidin-3-ol